FC1(CN(C[C@@H]1OC1=NC=CC(=C1)C(F)(F)F)C1=NC(=NC(=C1)C=1C(=NC(=NC1)OC)OC)C)F 4-[(4S)-3,3-difluoro-4-[[4-(trifluoromethyl)-2-pyridyl]oxy]pyrrolidin-1-yl]-6-(2,4-dimethoxypyrimidin-5-yl)-2-methyl-pyrimidine